(2R,3S,4R)-2,3,5-tris(phenyloxy)-N-methoxy-N-methyl-4-((trimethylstyryl)oxy)pentanamide C1(=CC=CC=C1)O[C@@H](C(=O)N(C)OC)[C@H]([C@@H](COC1=CC=CC=C1)OC(=C(C1=C(C=CC=C1)C)C)C)OC1=CC=CC=C1